C1(CC1)COC=1C=C(C=C(C1)F)C1=CC=C(C(=N1)N1[C@H](CC[C@H]1C)C)C(=O)NS(=O)(=O)C=1C(NC=CC1)=O 6-[3-(Cyclopropylmethoxy)-5-fluorophenyl]-2-[(2S,5R)-2,5-dimethylpyrrolidin-1-yl]-N-[(2-oxo-1H-pyridin-3-yl)sulfonyl]pyridin-3-carboxamid